10-(2,4-difluorophenyl)-7-(7-oxo-3,9-diazabicyclo[3.3.1]nonan-3-yl)-9-(trifluoromethyl)-2,3-dihydro-5H-[1,4]oxazino[2,3,4-ij]quinazolin-5-one FC1=C(C=CC(=C1)F)C1=C(C=C2C(=NC(N3C2=C1OCC3)=O)N3CC1CC(CC(C3)N1)=O)C(F)(F)F